Cl.NC=1C(=CC2=C([C@@H]3CC4=C(CN3CC2)C(=C(C=C4)OC)OC)C1)OC (S)-2-amino-3,9,10-trimethoxy-6,8,13,13a-tetrahydro-5H-dibenzo[a,g]quinolizine hydrochloride